benzyl 8-(5,6-dihydro-4H-pyrrolo[3,4-d]thiazol-2-yl)-3,8-diazabicyclo[3.2.1]octane-3-carboxylate S1C(=NC2=C1CNC2)N2C1CN(CC2CC1)C(=O)OCC1=CC=CC=C1